C1(CC1)C(=O)NC1=CC(=C(N=N1)C(=O)NC([2H])([2H])[2H])NC1=C2N(C(C=3N(C2=CC=C1)N=C(N3)C)([2H])[2H])C 6-(cyclopropanecarboxamido)-4-((2,5-dimethyl-4,5-dihydro-[1,2,4]triazolo[1,5-a]quinoxalin-6-yl-4,4-d2)amino)-N-(methyl-d3)pyridazine-3-carboxamide